tert-butyl 2-[[3-[5-(trifluoromethyl)-2-thienyl] imidazo[1,2-b]pyridazin-6-yl] amino]-7-azaspiro[3.5]nonane-7-carboxylate FC(C1=CC=C(S1)C1=CN=C2N1N=C(C=C2)NC2CC1(C2)CCN(CC1)C(=O)OC(C)(C)C)(F)F